C(C)C1C(CCCC1)CC ortho-diethyl-cyclohexane